N-[3-[[1-(1,3-benzothiazol-2-yl)-2-(3-cyanophenyl)ethyl]sulfamoyl]phenyl]-2-methoxy-acetamide S1C(=NC2=C1C=CC=C2)C(CC2=CC(=CC=C2)C#N)NS(=O)(=O)C=2C=C(C=CC2)NC(COC)=O